C1(=CC=CC=C1)NC(C1=C(C(=C(C(=C1)F)F)F)F)=O N-phenyl-2,3,4,5-tetrafluorobenzamide